C(C)(C)C1=C(C(=CC(=C1)C(C)C)C(C)C)S(=O)(=O)OC1=NN(C(C=2C1=CN(C(C2C)=O)C2CC2)=O)C 6-cyclopropyl-2,8-dimethyl-1,7-dioxo-1,2,6,7-tetrahydropyrido[3,4-d]pyridazin-4-yl 2,4,6-triisopropylbenzenesulfonate